1-[3-acetyl-6-[5-[(5-methylpyrimidin-2-yl)amino]benzimidazol-1-yl]-2-pyridinyl]-5-methyl-pyrazole-3-carbonitrile C(C)(=O)C=1C(=NC(=CC1)N1C=NC2=C1C=CC(=C2)NC2=NC=C(C=N2)C)N2N=C(C=C2C)C#N